CC1=C(C=NC=C1)N 4-methylpyridin-3-amine